tert-butyl 4-(((2S)-4-(2,2-difluoroethyl)-2-(4-(methoxycarbonyl)-3-((oxetan-3-ylmethyl)amino)phenyl)piperazin-1-yl)methyl)-5-methoxy-7-methylindole-1-carboxylate FC(CN1C[C@@H](N(CC1)CC1=C2C=CN(C2=C(C=C1OC)C)C(=O)OC(C)(C)C)C1=CC(=C(C=C1)C(=O)OC)NCC1COC1)F